N1(N=CC=C1)C1CNC1 3-(1H-pyrazol-1-yl)azetidine